tert-butyl (4-(benzylthio)pyridin-2-yl)carbamate C(C1=CC=CC=C1)SC1=CC(=NC=C1)NC(OC(C)(C)C)=O